CN1C(=NC=C1)C1=NC(=CC(=N1)C(=O)NC1=CC(=NC=C1)C(F)(F)F)OCC1CCOCC1 2-(1-methyl-1H-imidazol-2-yl)-6-((tetrahydro-2H-pyran-4-yl)methoxy)-N-(2-(trifluoromethyl)pyridin-4-yl)pyrimidine-4-carboxamide